O1C[C@@H](CCC1)NC(=O)C=1C=CC=2OCCC=3N(C2N1)C=NC3 (R)-N-(tetrahydro-2H-pyran-3-yl)-6,7-dihydroimidazo[1,5-d]pyrido[3,2-b][1,4]oxazepine-2-carboxamide